ClC1=CC(=C(C=C1)C1(OC2=C(O1)C=CC=C2C2=CC(=C(CC1=NC3=C(N1CC=1OC=CN1)C=C(C=C3)C(=O)O)C(=C2)F)F)C)F 2-(4-(2-(4-chloro-2-fluorophenyl)-2-methylbenzo[d][1,3]dioxol-4-yl)-2,6-difluorobenzyl)-1-(oxazol-2-ylmethyl)-1H-benzo[d]imidazole-6-carboxylic acid